NC[C@@H]([C@@H](C)NC(OC(C)(C)C)=O)[C@@H](C1CCC1)NS(=O)C(C)(C)C Tert-butyl ((2R,3S,4R)-3-(aminomethyl)-4-((tert-butylsulfinyl)amino)-4-cyclobutylbutan-2-yl)carbamate